N-(4-(2-amino-5-(1-(piperidin-4-yl)-1H-pyrazol-4-yl)pyridin-3-yl)-3-fluorophenyl)-8-fluoro-4-methyl-1,5-dioxo-1,4,5,6-tetrahydrobenzo[f][1,7]naphthyridine-2-carboxamide NC1=NC=C(C=C1C1=C(C=C(C=C1)NC(=O)C1=CN(C=2C(NC3=C(C2C1=O)C=CC(=C3)F)=O)C)F)C=3C=NN(C3)C3CCNCC3